C(C)NC(NC=1N=NN(C1)CN1CCN(CC1)C=1C=CC(=NC1F)C(=O)NC)=O 5-(4-((4-(3-ethylureido)-1H-1,2,3-triazol-1-yl)methyl)piperazin-1-yl)-6-fluoro-N-methylpicolinamide